F[B-](F)(F)F.ClC1=CC(=C(C=C1)[N+]#N)C(C1=C(C=CC=C1)Cl)=O 4-chloro-2-(2-chlorobenzoyl)phenyl-diazonium tetrafluoroborate